ClC1=C(C=CC(=C1)OC(F)(F)F)B(O)O 2-CHLORO-4-TRIFLUOROMETHOXYPHENYLBORONIC ACID